C(C)(C)(C)OC(=O)N1[C@@H](C[C@@H](C1)NC1=NC(=CC=C1)C1=CC(=CC=2N=C(N(C21)CCCNC)C)OC)C(=O)O (2S,4S)-1-tert-butoxycarbonyl-4-[[6-[6-methoxy-2-methyl-3-[3-(methylamino)propyl]benzimidazol-4-yl]-2-pyridyl]amino]pyrrolidine-2-carboxylic acid